BrC=1C=C(C=CC1)C1(CC(C1)C)CC(=O)NN 2-[1-(3-bromophenyl)-3-methyl-cyclobutyl]acetohydrazide